C(CCCCCCCCCCCCCCCCC)N[C@@H](CCC(=O)[O-])C(=O)[O-] Nα-stearyl-glutamate